BrC=1C=C(C=CC1C(F)(F)F)C1=NNC(O[C@H]1C)=O (S)-5-(3-bromo-4-(trifluoromethyl)phenyl)-6-methyl-3,6-dihydro-2H-1,3,4-oxadiazin-2-one